2-bromo-4-chloro-6-(3,3-difluoroazetidin-1-yl)-3-Fluorobenzonitrile BrC1=C(C#N)C(=CC(=C1F)Cl)N1CC(C1)(F)F